N-(1-methylcyclopropyl)-2,4-dioxo-1,2,3,4-tetrahydrothieno[2,3-d]pyrimidin-6-sulfonamide CC1(CC1)NS(=O)(=O)C1=CC2=C(NC(NC2=O)=O)S1